BrC=1C2=C(C(N(C1)C)=O)C=C(S2)C(=O)OC methyl 7-bromo-5-methyl-4-oxo-4,5-dihydrothieno[3,2-c]pyridine-2-carboxylate